FC(C(=O)O)(F)F.FC(C(=O)O)(F)F.FC(C(=O)O)(F)F.FC(C(=O)O)(F)F.N1=CN=C(C=C1)N pyrimidin-4-amine tetratrifluoroacetate